4-[(2,5-dichlorophenyl)azo]-2,4-dihydro-5-methyl-2-phenyl-3H-pyrazolone ClC1=C(C=C(C=C1)Cl)N=NC1C(N(N=C1C)C1=CC=CC=C1)=O